FC1=C(C(=CC=C1)[N+](=O)[O-])N1CCC(CC1)CC12CNCC(O1)C2 [1-(2-fluoro-6-nitrophenyl)piperidin-4-yl]methyl-6-oxa-3-azabicyclo[3.1.1]heptane